trans-3-((4-(1-((1-(4-((4-(3-cyclopropylphenyl)-5-fluoropyrimidin-2-yl)amino)cyclohexane-1-carbonyl)piperidin-4-yl)methyl)piperidin-4-yl)-3-fluorophenyl)amino)piperidine-2,6-dione C1(CC1)C=1C=C(C=CC1)C1=NC(=NC=C1F)N[C@@H]1CC[C@H](CC1)C(=O)N1CCC(CC1)CN1CCC(CC1)C1=C(C=C(C=C1)NC1C(NC(CC1)=O)=O)F